C(C)(C)(C)OC(=O)N1CCN(CC1)CC1CCN(CC1)CCC=1C=NC(=CC1)N 4-((1-(2-(6-aminopyridin-3-yl)ethyl)piperidin-4-yl)methyl)piperazine-1-carboxylic acid tert-butyl ester